9-((2-chloro-4-((4-trifluoromethylpyridin-2-yl)oxy)phenyl)(hydroxy)methyl)-2-(methoxymethyl)-2-Methyl-4,7-dihydro-1H-pyrrolo[3',2':5,6]pyrido[3,4-b]pyrazin-3(2H)-one ClC1=C(C=CC(=C1)OC1=NC=CC(=C1)C(F)(F)F)C(C1=CNC2=C1C1=C(NC(C(N1)(C)COC)=O)C=N2)O